O1C(COCCC1)C1OCSC1 1,4-dioxacycloheptyl-1,4-oxathiolane